3-(difluoromethyl)pyridine-2-carboxylic acid FC(C=1C(=NC=CC1)C(=O)O)F